ClC=1C(=C2C=NNC2=C(C1F)OC)C1=CC2=C(N=C(S2)NC(=O)[C@H]2[C@H](C2)F)C=C1 (1S,2S)-N-(6-(5-chloro-6-fluoro-7-methoxy-1H-indazol-4-yl)benzo[d]thiazol-2-yl)-2-fluorocyclopropane-1-carboxamide